2-Fluoro-4-methoxy-N-(5-(4-(pyridin-2-yl)piperazin-1-yl)pyridin-2-yl)benzamid FC1=C(C(=O)NC2=NC=C(C=C2)N2CCN(CC2)C2=NC=CC=C2)C=CC(=C1)OC